ClC1=CC=C2C(=CNC2=C1)S(=O)(=O)NC=1C=NC(=CC1OC)OC(F)F 6-Chloro-N-[6-(difluoromethoxy)-4-methoxypyridin-3-yl]-1H-indole-3-sulfonamide